3-(tert-butyl)-N-((R)-2-(2-((1S,2R)-2-cyanocyclopropane-1-carboxamido)pyridin-4-yl)-6,7,8,9-tetrahydro-5H-benzo[7]annulen-5-yl)-1,2,4-oxadiazole-5-carboxamide C(C)(C)(C)C1=NOC(=N1)C(=O)N[C@@H]1CCCCC2=C1C=CC(=C2)C2=CC(=NC=C2)NC(=O)[C@@H]2[C@@H](C2)C#N